S1C(=CC=C1)C1=C2C(N=CS2)=C(C2=C1N=CS2)C=2SC=CC2 4,8-dithiophen-2-yl-benzo[1,2-d:4,5-d']bisthiazole